OC1=C(C=C(C#N)C=C1)C(C)C 4-hydroxy-3-propan-2-ylbenzonitrile